(S)-N-(2-Ethyl-4-methyl-5-oxo-5,6,7,8-tetrahydro-4H-pyrazolo[1,5-a][1,3]diazepin-6-yl)-1-(2-fluorobenzyl)-1H-1,2,4-triazol-3-carboxamid C(C)C1=NN2C(N(C([C@H](CC2)NC(=O)C2=NN(C=N2)CC2=C(C=CC=C2)F)=O)C)=C1